3-Acetyldihydro-2(3H)-thiophenon C(C)(=O)C1C(SCC1)=O